C1(CC1)S(=O)(=O)N1N=CC(=C1)C1=NC=CC(=N1)C1(NC=C(C(=C1)NC1CC(CCC1)NCCF)C1=NN(C=C1)C(F)F)N 2-(2-(1-(Cyclopropylsulfonyl)-1H-pyrazol-4-yl)pyrimidin-4-yl)-5-(1-(difluoromethyl)-1H-pyrazol-3-yl)-N4-(3-((2-fluoroethyl)amino)cyclohexyl)pyridine-2,4-diamine